OCC1NC(C2CCCCC12)=O (±)-3-(hydroxymethyl)octahydro-1H-isoindol-1-one